(5aR,5bS,7aS,10aS,10bR)-2-(benzylamino)-5a,7a-dimethyl-4,5,5a,5b,6,7,7a,9,10,10a,10b,11,12,12a-tetradecahydro-8H-cyclopenta[7,8]phenanthro[2,1-d]thiazol-8-one C(C1=CC=CC=C1)NC=1SC2=C(N1)CC[C@@]1([C@H]3CC[C@]4([C@H]([C@@H]3CCC12)CCC4=O)C)C